3-(azepan-1-yl)-5-fluoro-xanthen-9-one N1(CCCCCC1)C=1C=CC=2C(C3=CC=CC(=C3OC2C1)F)=O